C(C)(C)(C)OC(=O)N1C[C@@H](OCC1)CNC=1N=NC(=C(N1)C)Cl (2S)-2-{[(6-chloro-5-methyl-1,2,4-triazin-3-yl)amino]methyl}morpholine-4-carboxylic acid tert-butyl ester